N[C@H](C)C1=C(C#N)C=C(C(=C1)F)F [(1R)-1-aminoethyl]-4,5-difluorobenzonitrile